FC(C(=O)O)(F)F.C=C1CCNCC1 4-methylenepiperidine trifluoroacetic acid salt